O=C1NC(CCC1N1C(C2=CC=CC(=C2C1)C#CCCC1N(CCCC1)C(=O)N)=O)=O (4-(2-(2,6-dioxopiperidin-3-yl)-1-oxoisoindolin-4-yl)but-3-yn-1-yl)piperidine-1-carboxamide